1-cyclopropyl-3-methyl-pyrazole-4-carboxylic acid C1(CC1)N1N=C(C(=C1)C(=O)O)C